C(CCC)N(C1=CC=C(C=N1)C(=O)O)C1=C(C(=CC(=C1)C(C)(C)C)C)C 6-[butyl(5-tert-butyl-2,3-dimethylphenyl)amino]pyridine-3-carboxylic Acid